methyl 2-(5,5-dimethyl-1,3,2-dioxaborinan-2-yl)-3-ethyl-5-[[4-(1-ethylpropylamino)-5-methyl-pyrimidin-2-yl]-(trifluoromethylsulfonyl)amino]benzoate CC1(COB(OC1)C1=C(C(=O)OC)C=C(C=C1CC)N(S(=O)(=O)C(F)(F)F)C1=NC=C(C(=N1)NC(CC)CC)C)C